ClC=1C=C2C=NC(=NC2=CC1N1CCN(CC1)[C@@]1(COC(C1)(C)C)C)NC=1C=NN(C1C)C1CC1 |o1:17| (3S,4S) or (3R,4R)-6-chloro-N-(1-cyclopropyl-5-methyl-1H-pyrazol-4-yl)-7-(4-(3,5,5-trimethyltetrahydrofuran-3-yl)piperazin-1-yl)quinazolin-2-amine